C(C)OC(=O)C1=C(N=NS1)C(=O)O 5-(ethoxycarbonyl)-1,2,3-thiadiazole-4-carboxylic acid